6-METHOXY-2-PHENETHYLISOINDOLIN-1-ON COC1=CC=C2CN(C(C2=C1)=O)CCC1=CC=CC=C1